5-pentyl-N'-phenylpicolinohydrazide C(CCCC)C=1C=CC(=NC1)C(=O)NNC1=CC=CC=C1